CN1N=CC=2C1=NC(=NC2N2CC1=C(CC2)N(N=C1C)CC12CCC(CC1)(CC2)N)C 4-((5-(1,6-dimethyl-1H-pyrazolo[3,4-d]pyrimidin-4-yl)-3-methyl-4,5,6,7-tetrahydro-1H-pyrazolo[4,3-c]pyridin-1-yl)methyl)bicyclo[2.2.2]octan-1-amine